COC1=C(C(=O)NC2=C(C=C(C(=C2)C=2C=NC(=NC2)N2CCOCC2)F)N2C[C@H](N([C@H](C2)C)C)C)C=CC=C1 2-methoxy-N-[4-fluoro-5-(2-morpholin-4-ylpyrimidin-5-yl)-2-[(3R,5S)-3,4,5-trimethylpiperazin-1-yl]phenyl]-benzamide